C1(CC1)CN(C(=O)OCC=1C(=NOC1C1=CC=C(O[C@@H]2C[C@H](CCC2)C(=O)O)C=C1)C)C |r| (±)-(trans)-3-(4-(4-((((cyclopropylmethyl)(methyl)carbamoyl)oxy)methyl)-3-methylisoxazol-5-yl)phenoxy)cyclohexane-1-carboxylic acid